(tetrahydrothiophen-2-yl) thiobenzoate C(C1=CC=CC=C1)(=S)OC1SCCC1